CO[Si](CCCOC(C(=C)C)=O)(OC)OC 3-(Trimethoxy silyl)propylmethacrylate